C(CCCCCCCCC)#N n-decanonitrile